CSC1=CC=C(C=C1)NC1(C(C=CC=C1)C)C1=CC=C(C=C1)C (E)-N-(4-(methylthio)phenyl)-1-(p-tolyl)toluidine